tetradec-ene-1-yl acetate C(C)(=O)OC=CCCCCCCCCCCCC